ethyl (E)-3-(bromomethyl)-4,4-dimethyl-pent-2-enoate BrC/C(=C/C(=O)OCC)/C(C)(C)C